1-ethyl-3-nitropyridin-2(1H)-one C(C)N1C(C(=CC=C1)[N+](=O)[O-])=O